5-ethynyl-1-methyl-pyrazole C(#C)C1=CC=NN1C